tert-Butyl (6S)-6-ethyl-2-hydroxy-5,6,7,9-tetrahydro-8H-pyrido[2,3-c]azepine-8-carboxylate C(C)[C@H]1CC2=C(CN(C1)C(=O)OC(C)(C)C)N=C(C=C2)O